C(C)(C)(C)C=1SC2=C(N1)CN(C2=O)CC2=C(C=C(C=C2)C2=NC(=CC=1N2C=CN1)C=1C=NN(C1)C)C 2-(tert-butyl)-5-(2-methyl-4-(7-(1-methyl-1H-pyrazol-4-yl)imidazo[1,2-c]pyrimidin-5-yl)benzyl)-4,5-dihydro-6H-pyrrolo[3,4-d]thiazol-6-one